Cl.NCCCCCCNC1=C2C(N(C(C2=CC=C1)=O)C1C(NC(CC1)=O)=O)=O 4-[(6-aminohexyl)amino]-2-(2,6-dioxopiperidin-3-yl)-2,3-dihydro-1H-isoindole-1,3-dione hydrochloride